[N-[4-Amino-5-[6-(difluoromethoxy)pyridin-3-carbonyl]thiazol-2-yl]-3-chloro-4-(difluoromethoxy)anilino]propanamid NC=1N=C(SC1C(=O)C=1C=NC(=CC1)OC(F)F)N(C1=CC(=C(C=C1)OC(F)F)Cl)C(C(=O)N)C